O=C1NC2(CCN(C2)C(=O)N)C(N(C1)C(C)C)=O 7,10-dioxo-9-(propan-2-yl)-2,6,9-triazaspiro[4.5]decane-2-carboxamide